(2-hydroxy-ethoxy)-amine OCCON